tert-butyl 4-(2-chloro-3-((8-cyano-4-(cyclopropyl(4-methoxybenzyl)amino)pyrazolo[1,5-a][1,3,5]triazin-2-yl)amino)-5-(difluoromethoxy)phenyl)piperazine-1-carboxylate ClC1=C(C=C(C=C1NC1=NC=2N(C(=N1)N(CC1=CC=C(C=C1)OC)C1CC1)N=CC2C#N)OC(F)F)N2CCN(CC2)C(=O)OC(C)(C)C